potassium 5-hydroxytridecanoate OC(CCCC(=O)[O-])CCCCCCCC.[K+]